2-carboxyethyltrihydroxysilane C(=O)(O)CC[Si](O)(O)O